[F-].C=CCCCCCCCCCCCCCC hexadecene fluoride